5-(4-((3-(3-ethylureido)isoxazol-5-yl)methyl)piperazin-1-yl)-6-fluoro-N-methylpicolinamide C(C)NC(NC1=NOC(=C1)CN1CCN(CC1)C=1C=CC(=NC1F)C(=O)NC)=O